COC1=CC=C(C=C1)CN1C(C(CCC1=O)N1C(N(C2=C1C=CC(=C2)[N+](=O)[O-])C)=O)=O 1-[(4-methoxyphenyl)methyl]-3-(3-methyl-5-nitro-2-oxo-1,3-benzodiazol-1-yl)piperidine-2,6-dione